(3S,4S)-4-((6-(7-methoxy-6-(1-methylcyclopropyl)imidazo[1,2-a]pyridin-3-yl)pyridin-2-yl)amino)pyrrolidin-3-ol COC1=CC=2N(C=C1C1(CC1)C)C(=CN2)C2=CC=CC(=N2)N[C@@H]2[C@H](CNC2)O